C(C=C)C1=CC=CC=C1 trans-allylbenzene